ClC=1N=C(N2N=C(N=CC21)S(=O)C)C2(CC2)CC 5-chloro-7-(1-ethylcyclopropyl)-2-methanesulfinylimidazo[4,3-f][1,2,4]triazine